FC1=C(C=C2CN(C(C2=C1)=O)C1C(NC(CC1)=O)=O)C1=CC(=C2C(=N1)N(C=C2)C)CN2CCCC2 3-(6-fluoro-5-(1-methyl-4-(pyrrolidin-1-ylmethyl)-1H-pyrrolo[2,3-b]pyridin-6-yl)-1-oxoisoindolin-2-yl)piperidine-2,6-dione